CN1C(=NC(=C1C)C(NCCC(C)C1=CC=CC=C1)=O)C1=CC=C2C(=NNC2=C1)C(=O)NC 6-(1,5-dimethyl-4-((3-phenylbutyl)carbamoyl)-1H-imidazol-2-yl)-N-methyl-1H-indazole-3-carboxamide